[6-[1-(3,3-difluorocyclobutyl)-6-oxo-3-pyridyl]-3,6-dihydro-2H-pyran-4-yl] trifluoromethanesulfonate FC(S(=O)(=O)OC=1CCOC(C1)C1=CN(C(C=C1)=O)C1CC(C1)(F)F)(F)F